5-ethoxycarbonyl-6-methyl-4-(4'-fluorophenyl)-3,4-dihydropyrimidine-2-thione C(C)OC(=O)C=1C(NC(NC1C)=S)C1=CC=C(C=C1)F